tert-butyl (1R,5S,7r)-7-(5-(5-bromo-1-ethyl-3-(3-hydroxy-2,2-dimethylpropyl)-1H-indol-2-yl)-6-((S)-1-methoxyethyl) pyridin-3-yl)-3-oxa-9-azabicyclo[3.3.1]nonane-9-carboxylate BrC=1C=C2C(=C(N(C2=CC1)CC)C=1C=C(C=NC1[C@H](C)OC)C1C[C@H]2COC[C@@H](C1)N2C(=O)OC(C)(C)C)CC(CO)(C)C